BrC=1C=C(C=CC1)[C@@H](CC(=O)NN)C (3R)-3-(3-bromophenyl)butanehydrazide